tert-butyl((4-bromopyridin-2-yl) methyl) carbamate C(N)(OC(C1=NC=CC(=C1)Br)C(C)(C)C)=O